3-(2-hydroxyethyl-2,2-d2)Urea OC(CNC(N)=O)([2H])[2H]